4-(t-butyl)styrene C(C)(C)(C)C1=CC=C(C=C)C=C1